2-Chloro-4-((2-methyl-1H-imidazol-1-yl)methyl)-6-(trifluoromethyl)pyridine ClC1=NC(=CC(=C1)CN1C(=NC=C1)C)C(F)(F)F